NC1=NC=2C=CC(=CC2C2=C1C=NN2C)C(=O)N(N2C=NC=C2)CC2=C(C=C(C=C2)C(F)(F)F)F 4-amino-N-(2-fluoro-4-(trifluoromethyl)benzyl)-N-(1H-imidazol-1-yl)-1-methyl-1H-pyrazolo[4,3-c]quinoline-8-carboxamide